NC1=NNC2=CC=C(C=C12)C1=CC(=NC=C1)NC(=O)NC1=CC(=CC=C1)C(C)C (4-(3-amino-1H-indazol-5-yl)pyridine-2-yl)-3-(3-isopropylphenyl)urea